C(C)OC(C(F)(F)C1=C(C(=CC=C1)[C@@H](C)NC(=O)OC(C)(C)C)F)=O.FC(C(C)(C)O)(F)C=1C(=C(C=CC1)[C@@H](C)NC(OC(C)(C)C)=O)F tert-butyl {(1R)-1-[3-(1,1-difluoro-2-hydroxy-2-methylpropyl)-2-fluorophenyl]ethyl}carbamate Ethyl-(3-{(1R)-1-[(tert-butoxycarbonyl)amino]ethyl}-2-fluorophenyl)(difluoro)acetate